(S)-2-((tert-butoxycarbonyl)amino)-3-(pyridine-4-yl)propanoic acid C(C)(C)(C)OC(=O)N[C@H](C(=O)O)CC1=CC=NC=C1